trifluoromethyl(benzyl)-2-azaspiro[3.4]octane FC(F)(F)C1(NCC12CCCC2)CC2=CC=CC=C2